FC=1C=C(C#N)C=C(C1)OC1=C(C2=C(C(N(S2(=O)=O)C(C)CC)=O)C=C1)C 3-fluoro-5-((2-(sec-butyl)-7-methyl-1,1-dioxido-3-oxo-2,3-dihydrobenzo[d]isothiazol-6-yl)oxy)benzonitrile